(R)-4-((3-acrylamidopiperidin-1-yl)methyl)-N-(5-(4-morpholino-7H-pyrrolo[2,3-d]pyrimidin-6-yl)pyrazin-2-yl)picolinamide C(C=C)(=O)N[C@H]1CN(CCC1)CC1=CC(=NC=C1)C(=O)NC1=NC=C(N=C1)C1=CC2=C(N=CN=C2N2CCOCC2)N1